(3S)-3-{4-[(2,3-dimethylbut-2-en-1-yl)oxy]phenyl}hex-4-ynoic acid CC(COC1=CC=C(C=C1)[C@H](CC(=O)O)C#CC)=C(C)C